C(C)(C)N1C(=CC2=CC(=CC=C12)C(=O)OC)C(=O)OC(C)(C)C 2-(tert-butyl) 5-methyl 1-isopropyl-1H-indole-2,5-dicarboxylate